FC=1C=C(C=C(C1)F)C(C)OC=1C=C2C(=NNC2=CC1)C1=NC2=C(N1)CN(C2)C2CN(CC2)C 5-(1-(3,5-difluorophenyl)ethoxy)-3-(5-(1-methylpyrrolidin-3-yl)-1,4,5,6-tetrahydropyrrolo[3,4-d]imidazol-2-yl)-1H-indazole